3-{3-methyl-5-[(3-methylazetidin-3-yl)methyl]-2-oxo-1,3-benzodiazol-1-yl}piperidine-2,6-dione trifluoroacetate FC(C(=O)O)(F)F.CN1C(N(C2=C1C=C(C=C2)CC2(CNC2)C)C2C(NC(CC2)=O)=O)=O